1-tetradecanoic acid C(CCCCCCCCCCCCC)(=O)O